(2S,3R,4S)-2-[(3-chloro-2-fluorophenyl)methyl]-3-[(dimethylsulfamoyl)amino]-4-fluoropyrrolidine-1-carboxylic acid benzyl ester C(C1=CC=CC=C1)OC(=O)N1[C@H]([C@H]([C@H](C1)F)NS(N(C)C)(=O)=O)CC1=C(C(=CC=C1)Cl)F